FC1=C(CN2C(C=3C=C(C(=NC3C=C2)C)C(=O)O)=O)C=CC=C1 6-(2-fluorobenzyl)-2-methyl-5-oxo-5,6-dihydro-1,6-naphthyridine-3-carboxylic acid